(S)-2-(((TERT-BUTYLDIPHENYLSILYL)OXY)METHYL)PENT-4-EN-1-OL [Si](C1=CC=CC=C1)(C1=CC=CC=C1)(C(C)(C)C)OC[C@H](CO)CC=C